N(=[N+]=[N-])C[C@@H]1[C@@H]([C@H]([C@H](O1)O)O)N1CC2=CC=CC=C2CC1 (2S,3R,4R,5R)-5-(azidomethyl)-4-(3,4-dihydroisoquinolin-2(1H)-yl)tetrahydrofuran-2,3-diol